2-amino-3,4-dihydroisoquinolin-1-one NN1C(C2=CC=CC=C2CC1)=O